FC(C(=O)O)(F)F.FC1=C(C=CC(=C1)F)S(=O)(=O)NC=1C(=NC=C(C1)N1N=C2N=CN=C(C2=C1)N1CCNCC1)OC 2,4-difluoro-N-(2-methoxy-5-(4-(piperazin-1-yl)-2H-pyrazolo[3,4-d]pyrimidin-2-yl)pyridine-3-yl)benzenesulfonamide trifluoroacetate